ClC1=C(C(=CC=C1)C=O)C1=CC=CC=C1 chloro-6-formyl-[1,1'-biphenyl]